11-(5,22-dioxo-4,23-dioxanonacos-1-yl)-2-methyl-9-oxo-2,8-diaza-5,10-dioxatetradecan-14-yl 18-(hexyloxy)-18-oxooctadecanoate C(CCCCC)OC(CCCCCCCCCCCCCCCCC(=O)OCCCC(OC(NCCOCCN(C)C)=O)CCCOC(CCCCCCCCCCCCCCCCC(OCCCCCC)=O)=O)=O